2-chloro-9-(naphthalen-1-yl)-9H-carbazole ClC1=CC=2N(C3=CC=CC=C3C2C=C1)C1=CC=CC2=CC=CC=C12